tert-butyl 4-(((3R,4R)-1-(tert-butoxycarbonyl)-3-(4-cyanophenyl)piperidin-4-yl)oxy)-5,7-dimethyl-1H-indole-1-carboxylate C(C)(C)(C)OC(=O)N1C[C@H]([C@@H](CC1)OC1=C2C=CN(C2=C(C=C1C)C)C(=O)OC(C)(C)C)C1=CC=C(C=C1)C#N